FC1=CC=C(C=C1)[C@H]1[C@@H](CN(C1)CCOC)NC(=O)NC1=C(C(=NN1C1=CC(=CC=C1)F)C=1C=NN(C1)C)C 1-((3s,4r)-4-(4-fluorophenyl)-1-(2-methoxyethyl)pyrrolidin-3-yl)-3-(1-(3-fluorophenyl)-1',4-dimethyl-1h,1'h-[3,4'-bipyrazolyl]-5-yl)urea